COC1=C(C=CC=C1)C1=CC(=NC=C1C(=O)NC1=NN=C(S1)OCC1=CC=C(C=N1)C1(CC1)C(=O)OC)C methyl 1-(6-(((5-(4-(2-methoxyphenyl)-6-methylnicotinamido)-1,3,4-thiadiazol-2-yl)oxy)methyl)pyridin-3-yl)cyclopropane-1-carboxylate